BrC=1C=CC(=C(C1)O)C=1C=2N(C(=NN1)N[C@H]1CN(CCC1)CCO)C=CC2 5-bromo-2-(4-{[(3R)-1-(2-hydroxyethyl)piperidin-3-yl]amino}pyrrolo[1,2-d][1,2,4]triazin-1-yl)phenol